BrC1=CC(=C2C(NN=C(C2=C1)CN1C(C2=CC=CC=C2C1=O)=O)=O)OCC1(CC1)F 2-((7-Bromo-5-((1-fluorocyclopropyl)methoxy)-4-oxo-3,4-dihydrophthalazin-1-yl)methyl)isoindole-1,3-dione